FC1(CCC(CC1)C1=CC(=C(C=N1)[C@@H]1CN(CC1)C(C=C)=O)C1=NN(C=C1)C)F |o1:13| (R)- or (S)-1-(3-(6-(4,4-difluorocyclohexyl)-4-(1-methyl-1H-pyrazol-3-yl)pyridin-3-yl)pyrrolidin-1-yl)prop-2-en-1-one